N-[(2R)-1,4-Dioxan-2-ylmethyl]-2'-(Pyridin-2-ylmethyl)-8'-(Trifluoromethyl)-2',5'-dihydrospiro[cyclobutan-1,4'-furo[2,3-g]indazol]-7'-carboxamid O1[C@@H](COCC1)CNC(=O)C1=C(C2=C(CC3(C4=CN(N=C24)CC2=NC=CC=C2)CCC3)O1)C(F)(F)F